BrC1=C(C(=C(N)C(=C1)F)C1=CCCC1C)F 4-Bromo-3,6-difluoro-2-(5-methylcyclopent-1-en-1-yl)aniline